C1(CC1)COC=1C=C(C=CC1)NC(=O)C=1C=C2C=CC=NC2=CC1 N-(3-(cyclopropylmethoxy)phenyl)quinoline-6-carboxamide